C(C=C)ONC(C(C)(C)N1C(N(C2=C(C1=O)C(=C(S2)C=2OC=CN2)C)C[C@H](OC2CCOCC2)C2=C(C=CC=C2)OC)=O)=O (R)-N-(allyloxy)-2-(1-(2-(2-methoxyphenyl)-2-((tetrahydro-2H-pyran-4-yl)oxy)ethyl)-5-methyl-6-(oxazol-2-yl)-2,4-dioxo-1,2-dihydrothieno[2,3-d]pyrimidin-3(4H)-yl)-2-methylpropanamide